dipropyl furandicarboxylate O1C(=C(C=C1)C(=O)OCCC)C(=O)OCCC